2-[[6-(2,2-difluoro-7-methyl-[1,3]dioxolo[4,5-f]benz-imidazol-6-yl)-5-ethyl-sulfonyl-3-pyridyl]oxy]-2-methyl-propanenitrile FC1(OC=2C(=CC3=C(N(C(=N3)C3=C(C=C(C=N3)OC(C#N)(C)C)S(=O)(=O)CC)C)C2)O1)F